OC[C@H]1N(C[C@@H](N(C1)C=1C=2C(N(C(C1)=O)C)=CN(N2)CC#N)C)C(C)C=2C=C1N=CC=NC1=CC2 2-(7-((2S,5S)-5-(hydroxymethyl)-2-methyl-4-(1-(quinoxalin-6-yl)ethyl)piperazin-1-yl)-4-methyl-5-oxo-4,5-dihydro-2H-pyrazolo[4,3-b]pyridin-2-yl)acetonitrile